O=C1N(CC=2C=C3C(=CC12)NC1(CO3)CNC1)[C@@H]1C(NC(CC1)=O)=O (S)-3-(6'-oxo-6',8'-dihydro-2'H-spiro[azetidine-3,3'-[1,4]oxazino[2,3-f]isoindol]-7'(4'H)-yl)piperidine-2,6-dione